FC(C=1C=C(OC2=CC3=C(N=N2)OCCO3)C=CC1)(F)F 3-[3-(trifluoromethyl)phenoxy]-6,7-dihydro-[1,4]dioxino[2,3-c]pyridazine